C1(CCCC1)C(C(=O)NCC1=CC(=C(C(=C1)Cl)C1C(NC(CC1)=O)=O)Cl)(C)C 2-cyclopentyl-N-(3,5-dichloro-4-(2,6-dioxopiperidin-3-yl)benzyl)-2-methylpropanamide